(4-phenyl-thiophen-2-ylmethyl)-amine C1(=CC=CC=C1)C=1C=C(SC1)CN